C1(CCC1)C[C@@H](O)C=1C=C(C(=O)N2CC3(C4=CC(=CC=C24)NS(=O)(=O)C)CCC2(CC3)CC2)C=CC1 (R)-N-(1''-(3-(2-cyclobutyl-1-hydroxyethyl)benzoyl)dispiro[cyclopropane-1,1'-cyclohexane-4',3''-indolin]-5''-yl)methanesulfonamide